C1=CC(=CC=C1CCC(=O)O)O p-Hydroxyphenylpropionic acid